C1(N=C(C2=CC=CC=C12)[2H])=O isoindolone-3-d